C1(CC1)N1N=CC=C1C(=O)N[C@H](C(=O)NC1=NC(=C(C=C1)C=1C(=NNC1C)C)F)C(C1CCCCC1)C1CCCCC1 2-cyclopropyl-N-[(1S)-1-(dicyclohexylmethyl)-2-[[5-(3,5-dimethyl-1H-pyrazol-4-yl)-6-fluoro-2-pyridinyl]amino]-2-oxo-ethyl]pyrazole-3-carboxamide